C1(CC1)C(=O)C(C(=O)OC)CC(F)F methyl 2-(cyclopropanecarbonyl)-4,4-difluoro-butyrate